3-[3-(2-Chloro-6-methyl-4-pyridyl)-5-[[(3R)-3-piperidyl]oxy]pyrazolo[1,5-a]pyrimidin-2-yl]benzonitrile ClC1=NC(=CC(=C1)C=1C(=NN2C1N=C(C=C2)O[C@H]2CNCCC2)C=2C=C(C#N)C=CC2)C